6-chloro-3-methyl-2-phenylquinazolin-4(3H)-one ClC=1C=C2C(N(C(=NC2=CC1)C1=CC=CC=C1)C)=O